6-methyl-4-[(1-methylcyclopropyl)amino]-N-(1,2-oxazol-3-ylmethyl)furo[2,3-d]pyrimidine-5-carboxamide CC1=C(C2=C(N=CN=C2NC2(CC2)C)O1)C(=O)NCC1=NOC=C1